thiophen-3-ylpiperazine S1C=C(C=C1)N1CCNCC1